2-[bis(3-chloro-4-fluorophenyl)methyl]-5-chloro-4-iodo-1H-imidazole ClC=1C=C(C=CC1F)C(C=1NC(=C(N1)I)Cl)C1=CC(=C(C=C1)F)Cl